tert-Butyl 3-(2-methyl-5-nitro-4-oxoquinazolin-3(4H)-yl)-2,6-dioxopiperidine-1-carboxylate CC1=NC2=CC=CC(=C2C(N1C1C(N(C(CC1)=O)C(=O)OC(C)(C)C)=O)=O)[N+](=O)[O-]